OC1=CC=C(C=C1)C=1C(NC(C1N1CCC2=CC=C(C=C12)OC)=O)=O 3-(4-hydroxyphenyl)-4-(6-methoxyindolin-1-yl)-1H-pyrrole-2,5-dione